N-(3-Cyano-6-(3-methylbenzyl)-4,5,6,7-tetrahydrothieno[2,3-c]pyridin-2-yl)-2-(4-(methylsulfonyl)phenyl)-acetamid C(#N)C1=C(SC=2CN(CCC21)CC2=CC(=CC=C2)C)NC(CC2=CC=C(C=C2)S(=O)(=O)C)=O